2,3-difluoro-6-hydroxy-benzaldehyde FC1=C(C=O)C(=CC=C1F)O